N-(3-Fluoro-4-([2-(5-{[(2-methoxyethyl)amino]methyl}pyridin-2-yl)thieno[3,2-b]pyridin-7-yl]oxy)phenyl)-1-(4-fluorophenyl)-5,6-dimethyl-2-oxo-1,2-dihydropyridin-3-carboxamid FC=1C=C(C=CC1OC1=C2C(=NC=C1)C=C(S2)C2=NC=C(C=C2)CNCCOC)NC(=O)C=2C(N(C(=C(C2)C)C)C2=CC=C(C=C2)F)=O